chlorobenzoyldiphenylphosphine oxide ClC1=C(C=CC=C1)P(C1=CC=CC=C1)(C(C1=CC=CC=C1)=O)=O